6-Chloro-1-methyl-4-(4-(2-methyl-4-(trifluoromethoxy)phenoxy)piperidin-1-yl)-2-oxo-1,2-dihydro-1,5-naphthyridin-3-carbonitril ClC=1N=C2C(=C(C(N(C2=CC1)C)=O)C#N)N1CCC(CC1)OC1=C(C=C(C=C1)OC(F)(F)F)C